3-(4-(4-(3-amino-2-chlorophenyl)-3-chloropyridin-2-yl)-2-methoxyphenyl)propan-1-ol NC=1C(=C(C=CC1)C1=C(C(=NC=C1)C1=CC(=C(C=C1)CCCO)OC)Cl)Cl